ascorbic acid diisocaproate C(CCC(C)C)(=O)O.C(CCC(C)C)(=O)O.O=C1C(O)=C(O)[C@H](O1)[C@@H](O)CO